C(C(C)C)NC1=CC(NC=N1)=O 6-(isobutylamino)pyrimidine-4(3H)-one